FC(C1=C(C(C2=CC=C(C=C2)Cl)OC2CN(C2)C(=O)NC23CC4CC(CC(C2)C4)C3)C=CC=C1)(F)F 3-[2-(trifluoromethyl)-4'-chlorobenzhydryloxy]-N-(1-adamantyl)azetidine-1-carboxamide